F[C@H]1[C@H]2CC[C@@H](C[C@@H]1OC(C1=CC=C(C=C1)[N+](=O)[O-])=O)N2C(=O)OC(C)(C)C |r| Rac-tert-butyl (1R,2S,3S,5S)-2-fluoro-3-((4-nitrobenzoyl)oxy)-8-azabicyclo[3.2.1]octane-8-carboxylate